COC=1C=C2CCN=CC2=CC1OC 6,7-dimethoxy-3,4-dihydroisoquinolin